para-(methyl)phenyl-trimethoxysilane CC1=CC=C(C=C1)[Si](OC)(OC)OC